6-[4-(3-[[(2S)-1-[6-oxo-5-(trifluoromethyl)-1-[[2-(trimethylsilyl)ethoxy]methyl]-1,6-dihydropyridazin-4-yl]pyrrolidin-2-yl]methoxy]propyl)piperazin-1-yl]pyridine-3-carbonitrile O=C1C(=C(C=NN1COCC[Si](C)(C)C)N1[C@@H](CCC1)COCCCN1CCN(CC1)C1=CC=C(C=N1)C#N)C(F)(F)F